FC=1C(=NC=2CC[C@@H]3[C@@H]4CC[C@H](CN3C3=NC(=C(C1C32)C)C)N4)C4=CC(=NC(=C4C(F)(F)F)C)N 4-[(4R,7S,8R)-14-fluoro-16,17-dimethyl-2,12,18,20-tetrazapentacyclo[9.7.1.14,7.02,8.015,19]icosa-1(18),11(19),12,14,16-pentaen-13-yl]-6-methyl-5-(trifluoromethyl)pyridin-2-amine